[N+](=O)([O-])C1=CC=C(O1)CN1CCN(CC1)C1=C(C=C(C=C1)C(F)(F)F)[N+](=O)[O-] 1-[(5-Nitrofuran-2-yl)methyl]-4-[2-nitro-4-(trifluoromethyl)phenyl]piperazine